6-butyl-3-(3,7-dimethylocta-2,6-dien-1-yl)-2,4-dihydroxy-N-(isoxazol-3-ylmethyl)-N-methylbenzamide C(CCC)C1=CC(=C(C(=C1C(=O)N(C)CC1=NOC=C1)O)CC=C(CCC=C(C)C)C)O